ClC=1C=CC=2C(C3=CC=C(C=C3OC2C1)Cl)NC(=O)C=1C(NC(=CC1CC)C(F)(F)F)=O N-(3,6-dichloro-9H-xanthen-9-yl)-4-ethyl-2-oxo-6-(trifluoromethyl)-1,2-dihydropyridine-3-carboxamide